1-(2'-fluoro-[1,1'-biphenyl]-4-yl)-N-(1H-indol-5-yl)azetidine-3-carboxamide FC1=C(C=CC=C1)C1=CC=C(C=C1)N1CC(C1)C(=O)NC=1C=C2C=CNC2=CC1